C(\C=C\C(=O)OCCCCN1CCOCC1)(=O)OCC ethyl 4-morpholin-4-ylbutyl (2E)-but-2-ene-1,4-diate